C(CCCCCCCCCCCCC)N1C(CCCC1)=O 1-N-tetradecyl-2-piperidone